C(CC#CC)N[C@H]1CN(CCC1)C(=O)OC(C)(C)C tert-butyl (R)-3-(pent-3-yn-1-ylamino)piperidine-1-carboxylate